C(C)(C)(C)OC(=O)N1[C@@H](CN(C[C@@H]1C)C1=C2C=C(C=NC2=C(C=C1)C(=O)O)C#N)C 5-[(3R,5S)-4-tert-butoxycarbonyl-3,5-dimethyl-piperazin-1-yl]-3-cyano-quinoline-8-carboxylic acid